F[C@@H]1C2CC[C@@H](C[C@@H]1N(C=1N=CC(=NC1)C1=C(C=3C=CC=NC3C=C1)O)C)N2 6-(5-{[(2R,3S,5S)-2-fluoro-8-azabicyclo[3.2.1]octan-3-yl](methyl)amino}pyrazin-2-yl)quinolin-5-ol